((2-fluoro-4-iodophenyl)amino)-N-(2-hydroxyethyloxy)-1,5-dimethyl-6-oxo-1,6-dihydropyridine-3-carboxamide FC1=C(C=CC(=C1)I)NC=1N(C(C(=CC1C(=O)NOCCO)C)=O)C